(S)-(3-(dimethylamino)-3-methylazetidin-1-yl)(2-(6-(2-ethyl-4-hydroxyphenyl)-1H-indazol-3-yl)-5-propyl-4,5,6,7-tetrahydro-3H-imidazo[4,5-c]pyridin-6-yl)methanone CN(C1(CN(C1)C(=O)[C@@H]1CC2=C(CN1CCC)NC(=N2)C2=NNC1=CC(=CC=C21)C2=C(C=C(C=C2)O)CC)C)C